(4-((7-amino-2-(furan-2-yl)-[1,2,4]triazolo[1,5-a][1,3,5]triazin-5-yl)-L-prolyl)piperazin-1-yl)(2,4-difluorophenyl)methanone NC1=NC(=NC=2N1N=C(N2)C=2OC=CC2)N2[C@@H](CCC2)C(=O)N2CCN(CC2)C(=O)C2=C(C=C(C=C2)F)F